N1=CN=CC2=C1CC=1C=CC=CC12 indenopyrimidine